C(C)OC(C=C)=O.C=CC1=CC=CC=C1 styrene ethyl-acrylate